ClC=1C=C(C=CC1F)C(C=1NC=C(N1)S(=O)(=O)NC1CC(CC1)O)C1=CC(=C(C=C1)F)F 2-((3-chloro-4-fluorophenyl)(3,4-difluorophenyl)methyl)-N-(3-hydroxycyclopentyl)-1H-imidazole-4-sulfonamide